NC=1C=2N(C3=CC(=CC=C3N1)C(=O)N(CC1=NC=C(C=C1)C(F)(F)F)CC(C1CC1)C#N)C=NN2 4-amino-N-(2-cyano-2-cyclopropylethyl)-N-((5-(trifluoromethyl)pyridin-2-yl)methyl)-[1,2,4]triazolo[4,3-a]quinoxaline-8-carboxamide